(S)-1-(3-(4-amino-7-methyl-5-(4-((6-methylpyridin-2-yl)oxy)phenyl)-7H-pyrrolo[2,3-d]pyrimidin-6-yl)-2-methyl-2,5-dihydro-1H-pyrrol-1-yl)prop-2-en-1-one NC=1C2=C(N=CN1)N(C(=C2C2=CC=C(C=C2)OC2=NC(=CC=C2)C)C=2[C@@H](N(CC2)C(C=C)=O)C)C